CC1=NC(=CC(=N1)NC1=NC=C(C(=O)NOCC)C(=C1)NC1=C(C=C(C=C1)N1CCCCC1)N(S(=O)(=O)C)C)C 6-((2,6-dimethyl-pyrimidin-4-yl)amino)-N-ethoxy-4-((2-(N-methyl-methanesulfonamido)-4-(piperidin-1-yl)phenyl)amino)nicotinamide